BrC=1C=CC(=C(CNC(OC(C)(C)C)=O)C1)OCC tert-Butyl (5-bromo-2-ethoxybenzyl)carbamate